3-nitro-L-tyrosine [N+](=O)([O-])C=1C=C(C[C@H](N)C(=O)O)C=CC1O